tert-butyl (4-((2-(2-isopropylphenyl)-7-methyl-8-oxo-7,8-dihydro-9H-purin-9-yl)methyl)phenyl)carbamate C(C)(C)C1=C(C=CC=C1)C1=NC=C2N(C(N(C2=N1)CC1=CC=C(C=C1)NC(OC(C)(C)C)=O)=O)C